CN(C1=CC2=C(N=C(S2)C2=CC=C(C=C2)C=2C=CC(=NC2)N(CCOCCOC=2C=C(C(=CC2)C(=O)OC)C(=O)OC)C(=O)OC(C)(C)C)C=C1)C dimethyl 4-[2-[2-[[5-[4-[6-(dimethylamino)-1,3-benzothiazol-2-yl]phenyl]pyridin-2-yl]-[(2-methylpropan-2-yl)oxycarbonyl]amino]ethoxy]-ethoxy]benzene-1,2-dicarboxylate